CS(=O)(=O)OCC1=NC2=CC=C(C=C2C=N1)Cl (6-chloroquinazolin-2-yl)methyl methanesulfonate